ClC=1C(=NC(=NC1)NCC)C=1C=C2N(C[C@@H](N(C2=O)CC2=C(C=CC(=C2)F)CO)COC)C1 (R)-7-(5-chloro-2-(ethylamino)pyrimidin-4-yl)-2-(5-fluoro-2-(hydroxymethyl)benzyl)-3-(methoxymethyl)-3,4-dihydropyrrolo[1,2-a]pyrazin-1(2H)-one